NC(C(=O)O)CC1=CC=C(C=C1)CNC(=O)OCC1=CC=CC=C1 2-amino-3-[4-({[(benzyloxy)carbonyl]amino}methyl)phenyl]propanoic acid